C(C)(C)(C)OC(=O)N1CC(CCC1)N(C(=O)NCC1=C(C=C(C=C1)OC(F)(F)F)F)C1CC1 3-(1-cyclopropyl-3-(2-fluoro-4-(trifluoromethoxy)benzyl)ureido)piperidine-1-carboxylic acid tert-butyl ester